4,5-dihydro-3H-1-thia-3,5,8-triazaacenaphthylene S1C=C2NCNC3=CC=NC1=C23